1-fluoro-4-(2-(methoxymethoxy)ethyl)benzene FC1=CC=C(C=C1)CCOCOC